C(C)(=O)N1CC(CCC1)N(C(=O)NCC=1NC2=CC(=CC=C2C1)OCC1=NOC=C1)C 1-(1-acetylpiperidin-3-yl)-1-methyl-3-({6-[(1,2-oxazol-3-yl)methoxy]-1H-indol-2-yl}methyl)urea